ClC1=NC2=CC(=C(C=C2C(=N1)NCC=1OC=CC1)OCCC)OC 2-chloro-N-(furan-2-ylmethyl)-7-methoxy-6-propoxyquinazolin-4-amine